C(CCCCCCCCCCCCC=CCCCCCCCCC)(=O)O 14-Tetracosenoic acid